COC1=CC=C(C=C1)C1=NOC(=C1)N(C1=NC(=NC=C1)N1CCOCC1)C 3-(4-methoxyphenyl)-N-methyl-N-(2-morpholinopyrimidin-4-yl)isoxazol-5-amine